CC1=CC(=C(C#N)C=C1)[C@]1(C[C@@H]2[C@H](N(OC2(C)C)C)[C@H](C1)C)C |r| rac-4-methyl-2-((3ar,5r,7s,7ar)-1,3,3,5,7-pentamethyloctahydrobenzo[c]isoxazol-5-yl)benzonitrile